C(=O)(OC(C)(C)C)N1CC(=CC1)B1OC(C(O1)(C)C)(C)C N-Boc-3-(4,4,5,5-tetramethyl-1,3,2-dioxaborolan-2-yl)-2,5-dihydro-1H-pyrrole